tert-butyl ((1s,3s)-3-(4-(2-(4-((2-cyanopyrimidin-5-yl)oxy)phenyl)propan-2-yl) phenoxy)cyclobutyl)carbamate C(#N)C1=NC=C(C=N1)OC1=CC=C(C=C1)C(C)(C)C1=CC=C(OC2CC(C2)NC(OC(C)(C)C)=O)C=C1